(±)-3-(Quinolin-3-yl)-3-(3-(3-(5,6,7,8-tetrahydro-1,8-naphthyridin-2-yl)propyl)-1H-pyrazol-1-yl)propanoic acid N1=CC(=CC2=CC=CC=C12)[C@@H](CC(=O)O)N1N=C(C=C1)CCCC1=NC=2NCCCC2C=C1 |r|